FC1=CC(N(C2=CC=C(C=C12)S(=O)(=O)NC1=NOC=C1)C1=C(C=C(C(=C1)F)SC(F)(F)F)OC)=O (P)-4-Fluoro-1-(5-fluoro-2-methoxy-4-((trifluoromethyl)thio)phenyl)-N-(isoxazol-3-yl)-2-oxo-1,2-dihydrochinolin-6-sulfonamid